N1=CC(=CC=C1)C=1C=C(C=C(C1)C=1C=NC=CC1)C1=CC(=CC=C1)C1=CC(=CC(=C1)C=1C=NC=CC1)C=1C=NC=CC1 1,3-bis[3,5-bis(pyridine-3-yl)phenyl]benzene